Cl.OC(CC(=O)O)CC1=CN=NN1 3-hydroxy-4-(1H-triazol-5-yl)butanoic acid hydrochloride